COC(=O)C1C/C(/C2=CC=CC(=C12)Br)=N/O (Z)-7-bromo-3-(hydroxyimino)-2,3-dihydro-1H-indene-1-carboxylic acid methyl ester